N-(2-(2-(4-(2-fluorobenzyloxy)phenoxy)ethoxy)ethyl)cyclopentylamine FC1=C(COC2=CC=C(OCCOCCNC3CCCC3)C=C2)C=CC=C1